FC([C@@H](C1=CC=C(C=C1)F)N1N=CC(=C1)C1=NC(=NC=C1)C1=CC=2N(C=C1F)N=C(N2)N)(C)F (R)-7-(4-(1-(2,2-difluoro-1-(4-fluoro-phenyl)propyl)-1H-pyrazol-4-yl)-pyrimidin-2-yl)-6-fluoro-[1,2,4]-triazolo[1,5-a]-pyridin-2-amine